C(C)OC(=O)C1N(C(=NC12C(N(C1=CC=CC=C21)C(C)=O)=O)C2=CC=CC=C2)C2=CC(=CC(=C2)C)C 1'-acetyl-1-(3,5-dimethylphenyl)-2'-oxo-2-phenyl-1,5-dihydrospiro[imidazole-4,3'-indoline]-5-carboxylic acid ethyl ester